cis-3-hydroxy-N-(8-(2-(2,2,2-trifluoroethoxy)phenyl)quinolin-2-yl)cyclobutane-1-carboxamide O[C@H]1C[C@H](C1)C(=O)NC1=NC2=C(C=CC=C2C=C1)C1=C(C=CC=C1)OCC(F)(F)F